4-chloro-N-(1-(5-(4-ethylpicolinoyl)-5,6,7,8-tetrahydro-1,5-naphthyridin-2-yl)ethyl)benzamide ClC1=CC=C(C(=O)NC(C)C2=NC=3CCCN(C3C=C2)C(C2=NC=CC(=C2)CC)=O)C=C1